(2-((4-fluorobenzyl)thio)-4H-imidazo[4,5-b]pyridin-4-yl)-N-(o-tolyl)butanamide FC1=CC=C(CSC2=NC=3C(N(C=CC3)C(C(=O)NC3=C(C=CC=C3)C)CC)=N2)C=C1